cis-1-(acetamidocarbamoyl)-N-(4-chloro-3-cyclobutyl-phenyl)-3-methyl-6-azabicyclo[3.1.1]heptane-6-carboxamide C(C)(=O)NNC(=O)C12CC(CC(N1C(=O)NC1=CC(=C(C=C1)Cl)C1CCC1)C2)C